maleic acid monopotassium salt [K+].C(\C=C/C(=O)O)(=O)[O-]